C1(=CC=C(C=C1)C1CC[C@H](N1C(C1=CC(=CC=C1)OC)=O)C(=O)O)C1=CC=CC=C1 (2S)-5-([1,1'-biphenyl]-4-yl)-1-(3-methoxybenzoyl)pyrrolidine-2-carboxylic acid